propyl (2-fluoroethyl) sulfate S(=O)(=O)(OCCC)OCCF